3-amino-1-((1S,2S)-2-fluorocyclopropyl)pyridin-2(1H)-one hydrochloride Cl.NC=1C(N(C=CC1)[C@@H]1[C@H](C1)F)=O